CN1C(CCC1=O)C(=O)NC1=CC(=CC=2C=COC21)OC2=CC=C(C=C2)C(F)(F)F 1-Methyl-5-oxo-N-(5-(4-(trifluoromethyl)phenoxy)benzofuran-7-yl)pyrrolidine-2-carboxamide